2-(6-isopropenyl-3-methylcyclohex-2-enyl)-5-pentylbenzene-1,3-diol C(=C)(C)C1CCC(=CC1C1=C(C=C(C=C1O)CCCCC)O)C